C1(=CC=CC=C1)C1CCN(C(O1)=O)C1=CC(=NN1)C1=CC=NC=C1 6-phenyl-3-(3-(pyridin-4-yl)-1H-pyrazol-5-yl)-1,3-oxazinan-2-one